1-((1r,2r)-2-hydroxy-4,4-dimethyl-1,2,3,4-tetrahydronaphthalen-1-yl)-3-(5-methyl-2-phenylpyridin-3-yl)urea O[C@H]1[C@@H](C2=CC=CC=C2C(C1)(C)C)NC(=O)NC=1C(=NC=C(C1)C)C1=CC=CC=C1